CN(C1=CC=NC=C1)C 4-(Dimethylamino)-pyridine